(E)-1-(4-amino-1,2,5-oxadiazol-3-yl)-N'-((6-(trifluoromethyl)pyridin-3-yl)methylene)-1H-1,2,3-triazole-4-carbohydrazide NC=1C(=NON1)N1N=NC(=C1)C(=O)N/N=C/C=1C=NC(=CC1)C(F)(F)F